COC1=CC(=CC=2CCOC21)C(C)=O 1-(7-methoxy-2,3-dihydrobenzofuran-5-yl)ethane-1-one